1,1,3-tris-(2-methyl-4-hydroxy-5-t-butylphenyl)butane sulfur [S].CC1=C(C=C(C(=C1)O)C(C)(C)C)C(CC(C)C1=C(C=C(C(=C1)C(C)(C)C)O)C)C1=C(C=C(C(=C1)C(C)(C)C)O)C